(S)-ethyl 3-(aminomethyl)morpholine-4-carboxylate hydrochloride Cl.NC[C@@H]1N(CCOC1)C(=O)OCC